1-(4-phenylmercaptophenyl)-butan C1(=CC=CC=C1)SC1=CC=C(C=C1)CCCC